CC1(OC=CC(C1)=C)SCCCCC 2-methyl-4-methylene-2-pentylthio-2H-pyran